COC1=CC=C(N=N1)CN[C@H](C)C1=NC=CC=N1 (R)-N-((6-methoxypyridazin-3-yl)methyl)-1-(pyrimidin-2-yl)ethan-1-amine